1-(4-((4-amino-2-butyl-1H-imidazo[4,5-c]quinolin-1-yl)methyl)phenyl)-3,12-dioxo-4,11-dioxa-7,8-dithia-2,13-diazahexadecane-15,16-diyl dipalmitate C(CCCCCCCCCCCCCCC)(=O)OC(CNC(OCCSSCCOC(NCC1=CC=C(C=C1)CN1C(=NC=2C(=NC=3C=CC=CC3C21)N)CCCC)=O)=O)COC(CCCCCCCCCCCCCCC)=O